OCC1=CN([C@H]2[C@H](O)[C@H](O)[C@@H](CO)O2)C=2N=C(NC(C12)=O)N 7-deaza-7-hydroxymethyl-guanosine